4-(4-Acryloylpiperazin-1-yl)-6-chloro-7-(2-fluoro-6-methoxyphenyl)-1-(2-isopropylphenyl)quinazolin-2(1H)-one C(C=C)(=O)N1CCN(CC1)C1=NC(N(C2=CC(=C(C=C12)Cl)C1=C(C=CC=C1OC)F)C1=C(C=CC=C1)C(C)C)=O